(R)-3-(3-(2-(4,5-difluoro-1-tosyl-1H-pyrrolo[2,3-b]pyridin-3-yl)thiazol-4-yl)phenyl)-3-hydroxy-1-methylpyrrolidin-2-one FC1=C2C(=NC=C1F)N(C=C2C=2SC=C(N2)C=2C=C(C=CC2)[C@]2(C(N(CC2)C)=O)O)S(=O)(=O)C2=CC=C(C)C=C2